N1N=CC2=C1C=CC1=C2C=CC=2N=CC=NC12 indazoloquinoxaline